C(C)N(CC)CCN(CCOC(OC(CCCCCCCC(=O)OCC(CCCCCCCC)CCCCCC)CCCCCC)=O)C(C)C 2-Hexyldecyl 3-ethyl-12-hexyl-6-isopropyl-10-oxo-9,11-dioxa-3,6-diazaicosan-20-oate